CC=1C=C(C2=C(CCO2)C1)N 5-methyl-2,3-dihydrobenzofuran-7-amine